C(#N)C(CN1CC2=C(C=CC(=C2C1=O)NC(=O)C1CCN(CC1)C)C1=CC=C2C=NN(C2=C1)C)=C N-[2-(2-cyanoallyl)-7-(1-methylindazol-6-yl)-3-oxo-isoindolin-4-yl]-1-methyl-piperidine-4-carboxamide